C1N(CC2C1CNC2)CC=2C=CC=NC2 5-((hexahydropyrrolo[3,4-c]pyrrol-2(1H)-yl)methyl)pyridin